C(CC)OCCC[Na] propoxypropyl-sodium